ClC=1C=C(C=CC1)C1CC(C1)N1C(OC(=N1)CN1C=NC=2N=CN(C2C1=O)C)=O 3-[3-(3-chlorophenyl)cyclobutyl]-5-[(7-methyl-6-oxo-purin-1-yl)methyl]-1,3,4-oxadiazol-2-one